tert-butyl (4-(3-(4-((3S,5R)-3,5-dimethylpiperazin-1-yl)-3,5-difluorophenyl)-2-methyl-3H-imidazo[4,5-b]pyridin-5-yl)pyridin-2-yl)carbamate C[C@H]1CN(C[C@H](N1)C)C1=C(C=C(C=C1F)N1C(=NC=2C1=NC(=CC2)C2=CC(=NC=C2)NC(OC(C)(C)C)=O)C)F